F[C@H]1CN(CCC1)C1=NC=C(C=N1)C=1SC=2C(NCCC2N1)=O (R)-2-(2-(3-fluoropiperidin-1-yl)pyrimidin-5-yl)-6,7-dihydrothiazolo[5,4-c]pyridin-4(5H)-one